ethyl 1-(4-fluorobenzyl)-2-oxo-6-(prop-1-en-2-yl)-1,2-dihydro-1,8-naphthyridine-3-carboxylate FC1=CC=C(CN2C(C(=CC3=CC(=CN=C23)C(=C)C)C(=O)OCC)=O)C=C1